ClC=1C=C(C=CC1)C1=CC(=CC=C1)C(=O)N[C@H]1[C@H]2CC[C@@H](C1)N2C#N 3'-chloro-N-((1R,2R,4S)-7-cyano-7-azabicyclo[2.2.1]heptan-2-yl)[biphenyl]-3-carboxamide